1-(3-iodocyclobutyl)-5-methyl-4-nitro-1H-pyrazole IC1CC(C1)N1N=CC(=C1C)[N+](=O)[O-]